5-[2-(1,4-dioxane-2-carbonyl)-2,7-diazaspiro[3.5]nonan-7-yl]-5-(4-phenoxyphenyl)-1,3-diazinane-2,4,6-trione O1C(COCC1)C(=O)N1CC2(C1)CCN(CC2)C2(C(NC(NC2=O)=O)=O)C2=CC=C(C=C2)OC2=CC=CC=C2